Ethyl (S)-3-(4-(1,8-naphthyridin-2-yl)-1H-pyrrole-2-carboxamido)-3-(3-fluoro-4-methoxyphenyl)propanoate N1=C(C=CC2=CC=CN=C12)C=1C=C(NC1)C(=O)N[C@@H](CC(=O)OCC)C1=CC(=C(C=C1)OC)F